BrOOOBr bromooxyoxide